C(C)(C)(C)OC(=O)N1C2=CC=C(C=C2C=2CCCC(C12)=O)Br.OCCCCNC(C=CC1=CC=CC=C1)=O N-(4-hydroxybutyl)cinnamamide Tert-Butyl-6-bromo-1-oxo-1,2,3,4-tetrahydro-9H-carbazole-9-carboxylate